NC1=C(C=C(C(=N1)F)C1=CC(=C(C=C1)N1CCN(CC1)C(=O)OC(C)(C)C)C(F)(F)F)C=1C=C2CCNC(C2=CC1F)=O tert-butyl 4-(4-(6-amino-2-fluoro-5-(7-fluoro-1-oxo-1,2,3,4-tetrahydroisoquinolin-6-yl)pyridin-3-yl)-2-(trifluoromethyl)phenyl)piperazine-1-carboxylate